C(C)(C)(C)C1=CC=C(C=C)C=C1 4-(tert-butyl)-styrene